(3S,4R)-4-(2-(2-chlorophenyl)-5,7-dihydroxy-4-oxo-4H-chromen-8-yl)-1-methylpiperidin-3-yl 3-(2-methoxyethoxy)propanoate COCCOCCC(=O)O[C@@H]1CN(CC[C@@H]1C=1C(=CC(=C2C(C=C(OC12)C1=C(C=CC=C1)Cl)=O)O)O)C